cis-3-(5-(2-(3-methylisothiazol-5-yl)acetamido)-1H-pyrazol-3-yl)cyclopentylspiro[2.3]hexane-4-ylamino Formate C(=O)ON(C1C2(CC2)CC1)[C@@H]1C[C@@H](CC1)C1=NNC(=C1)NC(CC1=CC(=NS1)C)=O